azepin-2-carboxylic acid N1C(=CC=CC=C1)C(=O)O